FC(C1=C(C=CC(=N1)C1=CN(C2=NC=C(C=C21)F)C)F)F 3-[6-(Difluoromethyl)-5-fluoropyridin-2-yl]-5-fluoro-1-methyl-1H-pyrrolo[2,3-b]pyridine